cis-N-ethyl-2-((4'-fluorobiphenyl-3-yl)methyl)-3-((methylsulfonyl)amino)piperidine-1-carboxamide C(C)NC(=O)N1[C@H]([C@H](CCC1)NS(=O)(=O)C)CC=1C=C(C=CC1)C1=CC=C(C=C1)F